F[C@@H]1CN(C[C@@H]1F)C(=O)[C@@H]1CCCC=2N1C(N(N2)CC2=NC(=NO2)C(F)(F)F)=O (5S)-5-{[(3R,4S)-3,4-Difluoropyrrolidin-1-yl]carbonyl}-2-{[3-(trifluoromethyl)-1,2,4-oxadiazol-5-yl]methyl}-5,6,7,8-tetrahydro[1,2,4]triazolo[4,3-a]pyridin-3(2H)-one